magnesium bis(trimethylsilyl)amide C[Si](C)(C)[N-][Si](C)(C)C.[Mg+2].C[Si](C)(C)[N-][Si](C)(C)C